BrN1C(=NC2=CC=CC=C2C1=O)N1CCN(CC1)C bromo-2-(4-methylpiperazin-1-yl)quinazolin-4(3H)-one